ortho-methoxyphenol COC1=C(C=CC=C1)O